4-hydroxypyrazolo[1,5-b]pyridazin-6-yl-trifluoromethanesulfonic acid OC=1C=2N(N=C(C1)OS(=O)(=O)C(F)(F)F)N=CC2